(4-butoxy-2H-pyrazolo[3,4-b]pyridin-5-yl)-(2,6-difluoro-4-methylphenyl)methanone C(CCC)OC=1C=2C(N=CC1C(=O)C1=C(C=C(C=C1F)C)F)=NNC2